5-chloro-N-pyrimidin-4-yl-6-[rac-(1S,2S,4S)-4-(3-chloro-phenyl)-2-(dimethylamino)-cyclohexoxy]pyridine-3-sulfonamide ClC=1C=C(C=NC1O[C@@H]1[C@H](C[C@H](CC1)C1=CC(=CC=C1)Cl)N(C)C)S(=O)(=O)NC1=NC=NC=C1 |r|